N1CC(C1)C=1C(=NC=CC1)C#N (azetidin-3-yl)pyridine-2-carbonitrile